sodium magnesium aluminium [Al].[Mg].[Na]